(7r,8r) or (7s,8s)-2-chloro-7,8-dimethyl-7,8-dihydro-5H-pyrano[4,3-b]pyridin-5-one ClC1=CC=C2C(=N1)[C@H]([C@H](OC2=O)C)C |o1:7,8|